CC[C@H](CC[C@@H](C)[C@H]1CCC2=C3CCC4CC(CC[C@]4(C)[C@H]3CC[C@]12C)=O)C(C)C stigmast-8(14)-en-3-one